4-(3-(1-acetylpiperidin-3-yl)-7-amino-1H-pyrazolo[4,3-d]pyrimidin-1-yl)-N-(4-(trifluoromethyl)pyridin-2-yl)benzamide C(C)(=O)N1CC(CCC1)C1=NN(C2=C1N=CN=C2N)C2=CC=C(C(=O)NC1=NC=CC(=C1)C(F)(F)F)C=C2